5-fluoro-2-nitro-4-(4,4,5,5-tetramethyl-1,3,2-dioxaborolan-2-yl)-1,2-dimethylpiperazine FC1N(CC(N(C1)C)(C)[N+](=O)[O-])B1OC(C(O1)(C)C)(C)C